(4-bromophenyl)-4-iodo-1H-pyrazole-5-carboxylic acid ethyl ester C(C)OC(=O)C1=C(C=NN1C1=CC=C(C=C1)Br)I